BrC1=C2CC(N=C(C2=CC=C1)C=1C=NC2=CC=CC=C2C1)(C)C 3-(5-bromo-3,3-dimethyl-3,4-dihydroisoquinolin-1-yl)quinoline